C(#N)C=1C=C(C(=O)O)C=C(C1C(C)O)C1=CC2=C(NC=N2)C=C1 3-cyano-4-(1-hydroxyethyl)-5-(1H-benzimidazol-5-yl)benzoic acid